CC1=C(C(=CC=C1)C)C1=NC=2NS(C=3C=CC=C(C(NCC(OC(=C1)N2)C2=CC=C(C=C2)P(=O)(C)C)=O)C3)(=O)=O 6-(2,6-dimethylphenyl)-10-(4-dimethylphosphorylphenyl)-2,2-dioxo-9-oxa-2λ6-thia-3,5,12,19-tetrazatricyclo[12.3.1.14,8]nonadeca-1(18),4(19),5,7,14,16-hexaen-13-one